5-bromo-1,6-dimethyl-2-oxo-1,2-dihydropyridine-3-carboxylic acid methyl ester COC(=O)C=1C(N(C(=C(C1)Br)C)C)=O